N-((1-(6-(6-(Difluoromethyl)imidazo[1,2-b]pyridazin-3-yl)pyrimidin-4-yl)-4-fluoro-2,5-dimethyl-1,2,5,6-tetrahydropyridin-3-yl)methyl)methanesulfonamide FC(C=1C=CC=2N(N1)C(=CN2)C2=CC(=NC=N2)N2C(C(=C(C(C2)C)F)CNS(=O)(=O)C)C)F